(S)-4-methyl-N-(1-(trifluoromethoxy)propan-2-yl)-2-(4-(trifluoromethyl)phenyl)quinoline-7-carboxamide CC1=CC(=NC2=CC(=CC=C12)C(=O)N[C@H](COC(F)(F)F)C)C1=CC=C(C=C1)C(F)(F)F